rac-tert-Butyl (3aR,4R,6aS)-2-oxo-4-((3-((trifluoromethyl)sulfonyl)phenyl)carbamoyl)tetrahydro-2H-cyclopenta[d]oxazole-3(3aH)-carboxylate O=C1O[C@@H]2[C@H](N1C(=O)OC(C)(C)C)[C@@H](CC2)C(NC2=CC(=CC=C2)S(=O)(=O)C(F)(F)F)=O |r|